cerium, hydrochloride Cl.[Ce]